(2S,3S)-3-{[(2S)-1-methoxy-3-methyl-1-oxobutan-2-yl](methyl)carbamoyl}-2-(hydroxymethyl)pyrrolidine-1-carboxylate COC([C@H](C(C)C)N(C(=O)[C@@H]1[C@H](N(CC1)C(=O)[O-])CO)C)=O